OCCOCCNC(=O)NC1=CC=CC=C1 1-(2-(2-hydroxyethoxy)ethyl)-3-phenylurea